2-[2-(5-chloropyridin-2-yl)-5-(ethylsulfonyl)-1-methyl-1H-imidazol-4-yl]-6,6,7,7-tetrafluoro-1-methyl-6,7-dihydro-1H-[1,4]dioxino[2,3-f]benzimidazole ClC=1C=CC(=NC1)C=1N(C(=C(N1)C1=NC2=C(N1C)C=C1C(=C2)OC(C(O1)(F)F)(F)F)S(=O)(=O)CC)C